N[C@H](CC(C)C)C(=O)N1C[C@@]2(CC1)C(NC1=CC(=C(C=C12)Cl)Cl)=O (S)-1'-(D-leucyl)-5,6-dichlorospiro[indoline-3,3'-pyrrolidin]-2-one